21-Hydroxyhenicosanoic acid OCCCCCCCCCCCCCCCCCCCCC(=O)O